COC1=CC(=NC=C1OC1=CC=C(C=C1)C(F)(F)F)C#N 4-methoxy-5-[4-(trifluoromethyl)phenoxy]pyridine-2-carbonitrile